CN(C(C)C=1SC(=CN1)S(=O)O)C 2-[1-(dimethylamino)ethyl]thiazole-5-sulfinic acid